(2-(tert-butoxy)6-chlorophenyl)methylamine C(C)(C)(C)OC1=C(C(=CC=C1)Cl)CN